5-iodo-2-(4-pentylphenyl)phenol IC=1C=CC(=C(C1)O)C1=CC=C(C=C1)CCCCC